FC1=CC=C(C=C1)SCCC1=CC=C(C(=O)NO)C=C1 4-{2-[(4-fluorophenyl)sulfanyl]ethyl}-N-hydroxybenzamide